2-((4-hydroxypyridin-3-yl)methyl)-6-(4-methoxyphenylsulfonyl)phthalazin-1(2H)-one OC1=C(C=NC=C1)CN1C(C2=CC=C(C=C2C=N1)S(=O)(=O)C1=CC=C(C=C1)OC)=O